lauroyl-methyl-hydroxyethyl-sodium C(CCCCCCCCCCC)(=O)C(C[Na])(O)C